(S)-1-(4-(3-((1r,3R,5S,7S)-3,5-dimethyladamantan-1-yl)ureido)-3-fluorobenzoyl)-N,N-diethylpiperidine-3-carboxamide C[C@]12CC3(CC(C[C@@](C1)(C3)C)C2)NC(NC2=C(C=C(C(=O)N3C[C@H](CCC3)C(=O)N(CC)CC)C=C2)F)=O